C1CC12CCN(CC2)C([C@@H](C)NC(OC(C)(C)C)=O)=O (R)-tert-butyl N-[2-(6-azaspiro[2.5]octan-6-yl)-1-methyl-2-oxo-ethyl]carbamate